1-(5-{[(5-chlorothiophen-2-yl)methyl]amino}-3-{1-[(3-methoxyphenyl)methyl]piperidin-4-yl}-1H-pyrazol-1-yl)-2,2-dimethylpropan-1-one ClC1=CC=C(S1)CNC1=CC(=NN1C(C(C)(C)C)=O)C1CCN(CC1)CC1=CC(=CC=C1)OC